7-(3,4-dihydroxypiperidin-1-yl)-6-fluoro-4-oxo-N-(3,3,4,4,4-pentafluorobutan-2-yl)-1-(2,4,6-trifluorophenyl)-1,4-dihydro-1,8-naphthyridine-3-carboxamide OC1CN(CCC1O)C1=C(C=C2C(C(=CN(C2=N1)C1=C(C=C(C=C1F)F)F)C(=O)NC(C)C(C(F)(F)F)(F)F)=O)F